methyl(pyridin-2-ylmethyl)((4-(5-(trifluoromethyl)-1,2,4-oxadiazol-3-yl)phenyl)imino)-λ6-sulfanone CS(=O)(=NC1=CC=C(C=C1)C1=NOC(=N1)C(F)(F)F)CC1=NC=CC=C1